6-(5-Hydroxypentoxy)pyridine-2-carboxylic acid OCCCCCOC1=CC=CC(=N1)C(=O)O